C(C1=CC=CC=C1)OC1=CC=C(NCC(C)(C)C)C=C1 4-(benzyloxy)-N-neopentyl-aniline